tert-Butyl 3-(4-(1-(1,1-difluoro-2-oxopropoxy)-2,2,2-trifluoroethyl)-7-(thiazol-2-yl)benzo[d]oxazol-2-yl)-3,6-diazabicyclo[3.1.1]heptane-6-carboxylate FC(C(C)=O)(OC(C(F)(F)F)C1=CC=C(C2=C1N=C(O2)N2CC1N(C(C2)C1)C(=O)OC(C)(C)C)C=1SC=CN1)F